C(CCC)(=O)OCC(C)C ISOBUTYL BUTYRATE